4-(8-hydroxyquinolin-6-yl)-N-(1-methylpiperidin-4-yl)benzamide OC=1C=C(C=C2C=CC=NC12)C1=CC=C(C(=O)NC2CCN(CC2)C)C=C1